(S)-1-(allyloxy)-4-(2-methyl-1,3-dioxolan-2-yl)butan-2-ol C(C=C)OC[C@H](CCC1(OCCO1)C)O